P(=O)(O)(O)C/C(/C(=O)O)=C/C(=O)O 2-(phosphonomethyl)maleic acid